C(CCCCC(C)C)NCCCCCC(C)C.C(CCCCCCC)S(=O)(=O)O octane-1-sulfonic acid diisooctylamine salt